5-(4-methylisoquinolin-6-yl)thiazol-2-amine CC1=CN=CC2=CC=C(C=C12)C1=CN=C(S1)N